methoxy-N-methyl-spiro[2.3]hexane-1-carboxamide COC1(CC12CCC2)C(=O)NC